(S,E)-tert-butyl (2-((2-oxo-2-(4-(5-(trifluoromethyl)pyrimidin-2-yl)piperazin-1-yl) ethoxy)imino)cyclopentyl)carbamate O=C(CO\N=C/1\[C@H](CCC1)NC(OC(C)(C)C)=O)N1CCN(CC1)C1=NC=C(C=N1)C(F)(F)F